bisphenol A dihydrochloride Cl.Cl.OC1=CC=C(C=C1)C(C)(C)C1=CC=C(C=C1)O